FC1=C(C(=CC=C1)F)C(O)C1OCCOC1 (2,6-difluorophenyl)(1,4-dioxan-2-yl)methanol